CON(C(=O)C1=NN2C(CNCCC2)=C1)C 2-[methoxy(methyl)carbamoyl]-4,6,7,8-tetrahydropyrazolo[1,5-a][1,4]diazepine